OC(CS(=O)(=O)C=1C=C2CNC(C2=CC1)C(=O)N)C 5-[(2-hydroxypropyl)sulfonyl]-2,3-dihydro-1H-isoindole-1-carboxamide